2,6-dimethoxy-4-[5-(3-methyl-1H-pyrazol-5-yl)benzimidazol-1-yl]-N-(2,2,2-trifluoroethyl)benzamide COC1=C(C(=O)NCC(F)(F)F)C(=CC(=C1)N1C=NC2=C1C=CC(=C2)C2=CC(=NN2)C)OC